ClS(=O)(=O)C1=CC=C(C=C1)C(C(=O)OCC)(C)C ethyl 2-(4-(chlorosulfonyl) phenyl)-2-methylpropionate